OC1=C(C=C(C=C1S(=O)(=O)O)O)C1=NC2=C(N1)C=CC=C2 2-(2,5-Dihydroxy-3-sulfophenyl)-1H-benzo[d]imidazol